5-Amino-8-(2-furyl)-3-[2-[4-(4-hydroxyphenyl)piperazin-1-yl]ethyl]-1-methyl-[1,2,4]triazolo[5,1-f]purin-2-one NN1C=NC(=C2N3C(N=C12)N(C(N3C)=O)CCN3CCN(CC3)C3=CC=C(C=C3)O)C=3OC=CC3